4-[(tert-Butoxy)methyl]-1-{[6-chloro-5-(trifluoromethyl)(2-pyridyl)]amino}-3-methylazoline-2,5-dione C(C)(C)(C)OCC1=C(C(N(C1=O)NC1=NC(=C(C=C1)C(F)(F)F)Cl)=O)C